ClC1=C(C=C(CN2CCN(CC2)C(=O)N2N=C(C=C2)NS(=O)(=O)C)C=C1)OC1CCCC1 N-(1-(4-(4-Chloro-3-(cyclopentyloxy)benzyl)piperazine-1-carbonyl)-1H-pyrazol-3-yl)methanesulfonamide